3-Bromo-1-methyl-5-(pyrrolidin-1-yl)-1H-1,2,4-triazole BrC1=NN(C(=N1)N1CCCC1)C